5-(((4-((3-chloro-4-fluorophenyl)amino)-7-(((S)-tetrahydrofuran-3-yl)oxy)quinazolin-6-yl)amino)methyl)-2-(2,6-dioxopiperidin-3-yl)isoindoline-1,3-dione ClC=1C=C(C=CC1F)NC1=NC=NC2=CC(=C(C=C12)NCC=1C=C2C(N(C(C2=CC1)=O)C1C(NC(CC1)=O)=O)=O)O[C@@H]1COCC1